FC(CC[SiH]1O[SiH2]O[SiH2]O[SiH2]O1)(F)F trifluoropropyl-cyclotetrasiloxane